N(=C=S)C1=CC=C(C=C1)S(=O)(=O)C=1C=C(N(C)C)C=CC1 3-(4-isothiocyanatophenylsulfonyl)-N,N-dimethylaniline